tert-butylperoxy 2-ethylhexanoate C(C)C(C(=O)OOOC(C)(C)C)CCCC